[Cl-].C(CC)O[Si](CCC[N+](C)(C)CCCCCCCCC)(OCCC)OCCC 3-(tripropoxysilyl)propyl-n-nonyldimethyl-ammonium chloride